5-bromo-2-aminothiazolo[5,4-b]pyridine BrC1=CC=C2C(=N1)SC(=N2)N